2-[(tert-butyldimethylsilyl)oxy]ethyl-2-nitrobenzenesulfonamide [Si](C)(C)(C(C)(C)C)OCCC=1C(=C(C=CC1)S(=O)(=O)N)[N+](=O)[O-]